1-benzyl-3-(4-Methoxybenzyl)-6-(methylthio)-3,5-diphenyl-3,5-dihydroimidazo[4,5-c][1,2]thiazine-4(1H)-One 2,2-dioxide C(C1=CC=CC=C1)N1S(C(C(C2=C1N=C(N2C2=CC=CC=C2)SC)=O)(C2=CC=CC=C2)CC2=CC=C(C=C2)OC)(=O)=O